2,4-bis(3,4-dimethoxybenzylidene)-8-methyl-8-azabicyclo[3.2.1]octan-3-one COC=1C=C(C=C2C3CCC(C(C2=O)=CC2=CC(=C(C=C2)OC)OC)N3C)C=CC1OC